(S)-7-(4-(2-(3,6-dihydro-2H-pyran-4-yl)phenyl)piperidin-1-yl)-5-oxa-2-azaspiro[3.4]octane-2-carboxylic acid tert-butyl ester C(C)(C)(C)OC(=O)N1CC2(C1)OC[C@H](C2)N2CCC(CC2)C2=C(C=CC=C2)C=2CCOCC2